FC(C(=O)O)(F)F.CN1N=CC(=C1)N1CCNCC1 1-(1-methyl-1H-pyrazol-4-yl)piperazine 2,2,2-trifluoroacetate